2-(2H-benzotriazol-2-yl)-6-dodecyl-4,6-di-tert-amylphenol N=1N(N=C2C1C=CC=C2)C=2C(C(C=C(C2)C(C)(C)CC)(C(C)(C)CC)CCCCCCCCCCCC)O